BrC=1N=C(SC1)C1=CN(C=2N=CN=CC21)S(=O)(=O)C2=CC=C(C)C=C2 4-bromo-2-(7-tosyl-7H-pyrrolo[2,3-d]pyrimidin-5-yl)thiazole